ClC1=C(C=CC=C1)N1CCN(C2=CC=CC=C12)C(CCN1CCCCC1)=O 1-(4-(2-chlorophenyl)-3,4-dihydroquinoxalin-1(2H)-yl)-3-(piperidin-1-yl)propan-1-one